6-(1H-indol-5-yl)-N-(4-(trifluoromethyl)phenyl)picolinamide N1C=CC2=CC(=CC=C12)C1=CC=CC(=N1)C(=O)NC1=CC=C(C=C1)C(F)(F)F